FC(C(C(C(C(C(C(F)(F)F)(F)F)(F)F)(F)F)(F)F)(F)F)(F)OCCOCCOCCOCCOCCO pentaethylene glycol perfluoroheptyl ether